2-[1-(3-bromophenyl)cyclobutyl]acetylhydrazine BrC=1C=C(C=CC1)C1(CCC1)CC(=O)NN